Pyridinium para-toluenesulphonate [(3S)-5-oxopyrrolidin-3-yl]N-[(3R)-1-[3-[2-(cyclopropoxy)-3-pyridyl]pyrazolo[1,5-a]pyrimidin-5-yl]pyrrolidin-3-yl]carbamate O=C1C[C@@H](CN1)OC(N[C@H]1CN(CC1)C1=NC=2N(C=C1)N=CC2C=2C(=NC=CC2)OC2CC2)=O.CC2=CC=C(C=C2)S(=O)(=O)[O-].[NH+]2=CC=CC=C2